NC1=C(C=CC=C1)C1(CC=C(N=C1)NCCC(F)F)N 5-(2-aminophenyl)-N2-(3,3-difluoropropyl)pyridine-2,5-diamine